terpinentetrol C12=C(C(C(C(C1(C)C)(C2)O)(O)O)(C2(C(=C1C(C(C2)C1)(C)C)C)C1C(=C2C(C(C1)C2)(C)C)C)O)C